FC1(CC=C(CC1)C1=NN(C2=C1N=C(N=C2)NC=2C(=CC=1N(C2)N=CN1)C)C)F 3-(4,4-difluorocyclohex-1-en-1-yl)-1-methyl-N-[7-methyl-[1,2,4]triazolo[1,5-a]pyridin-6-yl]pyrazolo[4,3-d]pyrimidin-5-amine